(S)-N-(4-(4-amino-7-methyl-5-(4-(1-methyl-1H-pyrazol-3-yloxy)cyclohex-1-enyl)-7H-pyrrolo[2,3-d]pyrimidin-6-yl)phenyl)methacrylamide NC=1C2=C(N=CN1)N(C(=C2C2=CC[C@H](CC2)OC2=NN(C=C2)C)C2=CC=C(C=C2)NC(C(=C)C)=O)C